FC1=C(C(=C(C(=C1F)N)F)F)S(=O)(=O)C1=C(C(=C(C(=C1F)F)N)F)F bis(2,3,5,6-tetrafluoro-4-aminophenyl) sulfone